C(#N)C=1C(=C(C(=CC1)F)NC(OC(C)(C)C)=O)F tert-Butyl (3-cyano-2,6-difluorophenyl)carbamate